(2-{[2-(diphenylphosphanyl)phenyl]oxy}phenyl)diphenylphosphane palladium chloride [Pd](Cl)Cl.C1(=CC=CC=C1)P(C1=C(C=CC=C1)OC1=C(C=CC=C1)P(C1=CC=CC=C1)C1=CC=CC=C1)C1=CC=CC=C1